(5-bromopyrimidin-2-yl) (cyclopropyl)imino-λ6-sulfanyl ketone C1(CC1)N=[SH3]C(=O)C1=NC=C(C=N1)Br